ClC1=CC=C(C=C1)N(N)C(=O)C1=NC=CC=C1 N'-(4-chlorophenyl)-2-pyridineformylhydrazine